O=C1N(C2=CC=CC=C2CC1)C(=O)[O-] oxo-3,4-dihydroquinoline-1(2H)-carboxylate